(3S)-3-[(2S)-butan-2-yl]-4-(1,3-thiazol-2-yl)-1,3,4,5-tetrahydro-2H-1,4-benzodiazepin-2-one C[C@@H](CC)[C@H]1C(NC2=C(CN1C=1SC=CN1)C=CC=C2)=O